N-(2-bromo-3-(7H-dibenzo[a,g]carbazol-7-yl)phenyl)-N-(naphthalen-2-yl)naphthalen-1-amine BrC1=C(C=CC=C1N1C2=CC=C3C(=C2C2=CC=C4C(=C12)C=CC=C4)C=CC=C3)N(C3=CC=CC4=CC=CC=C34)C3=CC4=CC=CC=C4C=C3